CC(OC1=CC=CC=C1)(C)C=1C(=C(C=CC1)O)C(C)(C)OC1=CC=CC=C1 bis(dimethylphenoxymethyl)phenol